2-(tert-butyl)-N-(7-(2-((1-methyl-1H-pyrazol-4-yl)amino)pyrimidin-4-yl)chroman-4-yl)thiazole-5-carboxamide C(C)(C)(C)C=1SC(=CN1)C(=O)NC1CCOC2=CC(=CC=C12)C1=NC(=NC=C1)NC=1C=NN(C1)C